6-(2-chloro-6-fluorophenyl)-4-((4-(methylthio)phenyl)amino)pyridazine-3-carboxylic acid methyl ester COC(=O)C=1N=NC(=CC1NC1=CC=C(C=C1)SC)C1=C(C=CC=C1F)Cl